C1(CCCCC1)CS(=O)(=O)NC1=NOC2=C1C(=CC(=C2)CN2N=C(C=C2)CNC(C(=C)F)=O)OC N-((1-((3-((cyclohexylmethyl)sulfonamido)-4-methoxybenzo[d]isoxazol-6-yl)methyl)-1H-pyrazol-3-yl)methyl)-2-fluoroacrylamide